6-methyl-5-(((S)-3-oxo-2-(((2s,4R)-6-oxo-5-oxa-7-azaspiro[3.4]octan-2-yl)methyl)isoindolin-1-yl)methyl)pyrimidine-4-carbonitrile CC1=C(C(=NC=N1)C#N)C[C@@H]1N(C(C2=CC=CC=C12)=O)CC1CC2(C1)OC(NC2)=O